(S)-4-[4-dimethylamino-1-(4-fluorophenyl)-1-chlorobutyl]-3-chloromethyl-benzonitrile CN(CCC[C@](Cl)(C1=CC=C(C=C1)F)C1=C(C=C(C#N)C=C1)CCl)C